[Li].ClC1=NC=CC(=N1)C(C(=O)O)CCOC 2-(2-Chloropyrimidin-4-yl)-4-methoxybutyric acid lithium